C(C)(C)(C)OC(=O)N=S(=O)(C1COC1)C1=CC(=C(C=C1)NC1=NC=C2C=CN=C(C2=C1)C#CC1=CC=C2C3(C(N(C2=C1)C(=O)OC(C)(C)C)=O)CC3)F tert-butyl 6'-((7-((4-(N-(tert-butoxycarbonyl)oxetane-3-sulfonimidoyl)-2-fluorophenyl)amino)-2,6-naphthyridin-1-yl)ethynyl)-2'-oxospiro[cyclopropane-1,3'-indoline]-1'-carboxylate